[2-fluoro-3-(phenylsulfamoylamino)phenyl]-[5-(2-methoxypyrimidin-5-yl)-1H-pyrrolo[2,3-b]pyridin-3-yl]methanone FC1=C(C=CC=C1NS(NC1=CC=CC=C1)(=O)=O)C(=O)C1=CNC2=NC=C(C=C21)C=2C=NC(=NC2)OC